BrC1=CC(=C(C=C1)CC#N)Cl 2-(4-bromo-2-chlorophenyl)acetonitrile